(1-(methylamino)cyclobutyl)methanol ethyl-7-(2,3-dichloro-6-methoxyphenyl)-3-methylimidazo[1,2-a]pyridine-2-carboxylate C(C)C1=CC(=CC=2N1C(=C(N2)C(=O)OCC2(CCC2)NC)C)C2=C(C(=CC=C2OC)Cl)Cl